ClC=1C=C(C(=NC1)CC1CC2(CN(C2)C(=O)N2CC3(C2)CC(C3)C3=NC(=NN3)C3CC(C3)(F)F)C1)F [6-[(5-chloro-3-fluoro-2-pyridyl)methyl]-2-azaspiro[3.3]heptan-2-yl]-[6-[3-(3,3-difluorocyclobutyl)-1H-1,2,4-triazol-5-yl]-2-azaspiro[3.3]heptan-2-yl]methanone